ClC=1C=C2C(=C(C=NC2=CC1)C=1CCOCC1)NC1=C(C(=O)OC)C=C(C=C1)F methyl 2-[[6-chloro-3-(3,6-dihydro-2H-pyran-4-yl)-4-quinolinyl] amino]-5-fluoro-benzoate